N-methyl-5-(4-(3-(4-oxo-3,4-dihydro-quinazolin-2-yl)pyrrolidin-1-yl)piperidin-1-yl)pyridineamide CNC(=O)C1=NC=C(C=C1)N1CCC(CC1)N1CC(CC1)C1=NC2=CC=CC=C2C(N1)=O